NC=1SC2=NC(=CC=C2N1)C1=CC=C(C=C1)NC(CC)=O N-(4-(2-aminothiazolo[5,4-b]pyridin-5-yl)phenyl)propionamide